FC(C1=NN=C(O1)C1=C(C=C(C=C1)CN1N=NC(=C1)C=1C=C2C=C(N=CC2=CC1)N)F)F 6-[1-[[4-[5-(Difluoromethyl)-1,3,4-oxadiazol-2-yl]-3-fluorophenyl]methyl]triazol-4-yl]isoquinolin-3-amine